OCCS(=O)(=O)NC1=CC(=C(C(=O)NC2=NN(C(C=C2)=O)C2CCOCC2)C=C1)N1CCC2(CC2)CC1 4-((2-hydroxyethyl)sulfonamido)-N-(6-oxo-1-(tetrahydro-2H-pyran-4-yl)-1,6-dihydropyridazin-3-yl)-2-(6-azaspiro[2.5]octan-6-yl)benzamide